6-bromo-8-chloro-1'-oxo-spiro[2H-imidazo[1,5-a]pyridine-3,3'-thietane]-1,5-dione BrC1=CC(=C2N(C1=O)C1(CS(C1)=O)NC2=O)Cl